4-[[5-amino-8-(2,6-dimethyl-4-pyridinyl)-3-oxo-7-phenyl-[1,2,4]triazolo[4,3-c]pyrimidin-2-yl]methyl]piperidine-1-carboxylic acid tert-butyl ester C(C)(C)(C)OC(=O)N1CCC(CC1)CN1N=C2N(C(=NC(=C2C2=CC(=NC(=C2)C)C)C2=CC=CC=C2)N)C1=O